BrC=1C=C(C=2N(C(C=CN2)=O)C1)C(F)(F)F 7-bromo-9-(trifluoromethyl)-4H-pyrido[1,2-a]pyrimidin-4-one